ClCCSC 2-chloroethylmethylsulfide